N-(4-(4,4-difluoropiperidin-1-yl)pyrimidin-2-yl)-6-((2-hydroxyethyl)sulfonamido)-4-(6-azaspiro[2.5]octan-6-yl)nicotinamide FC1(CCN(CC1)C1=NC(=NC=C1)NC(C1=CN=C(C=C1N1CCC2(CC2)CC1)NS(=O)(=O)CCO)=O)F